2-Chloro-5-(fluoromethyl)pyridin-4-amine ClC1=NC=C(C(=C1)N)CF